FC1(CN(CC1O)C1=CC=CC(=N1)C1=NC2=CC(=NC=C2C=C1)CNC(C1=CC(=C(C=C1)C)S(=O)(=O)C)=O)F N-((2-(6-(3,3-difluoro-4-hydroxypyrrolidin-1-yl)pyridin-2-yl)-1,6-naphthyridin-7-yl)methyl)-4-methyl-3-(methylsulfonyl)benzamide